N-((4-((4-morpholino-1-(phenylsulfanyl)butan-2-yl)amino)-3-nitrophenyl)sulfonyl)benzamide O1CCN(CC1)CCC(CSC1=CC=CC=C1)NC1=C(C=C(C=C1)S(=O)(=O)NC(C1=CC=CC=C1)=O)[N+](=O)[O-]